2-(2,6-dioxopiperidin-3-yl)-4-(((1-(1-(1-(trifluoromethyl)cyclopropane-1-carbonyl)piperidin-4-yl)-1H-pyrazol-4-yl)methyl)amino)isoindoline-1,3-dione O=C1NC(CCC1N1C(C2=CC=CC(=C2C1=O)NCC=1C=NN(C1)C1CCN(CC1)C(=O)C1(CC1)C(F)(F)F)=O)=O